[[4-[5-[3-amino-6-(4-isopropylsulfonylphenyl)pyrazin-2-yl]-1,3,4-oxadiazol-2-yl]phenyl]methyl]carbamate NC=1C(=NC(=CN1)C1=CC=C(C=C1)S(=O)(=O)C(C)C)C1=NN=C(O1)C1=CC=C(C=C1)CNC([O-])=O